3-chloro-2-(1,4-diazepan-1-yl)quinoline (Z)-tert-Butyl-(tert-butoxycarbonylamino)(2-(2-(3,4-dichlorophenylamino)-9,9-dimethylacridin-10(9H)-yl)ethylamino)methylenecarbamate C(C)(C)(C)N(CCN1C=2C=CC(=CC2C(C2=CC=CC=C12)(C)C)NC1=CC(=C(C=C1)Cl)Cl)\C(=N/C(O)=O)\NC(=O)OC(C)(C)C.ClC=1C(=NC2=CC=CC=C2C1)N1CCNCCC1